CC(COP(OCC(CC(C)(C)C)C)=O)CC(C)(C)C.C(CCCCC)[P+](CCCCCCCCCCCCCC)(CCCCCC)CCCCCC Trihexyltetradecylphosphonium bis(2,4,4-trimethylpentyl)phosphonate